3-methoxy-N-[(1s,4s)-4-{[2-(difluoromethyl)imidazo[1,2-a]pyridin-5-yl]amino}cyclohexyl]benzamide COC=1C=C(C(=O)NC2CCC(CC2)NC2=CC=CC=3N2C=C(N3)C(F)F)C=CC1